ClC1=CC(=C(C=2OC3(CCC(CC3)CN(C)C)OC21)C)C(=O)NCC=2C(NC(=CC2C)C)=O rel-(2s,4's)-4-chloro-N-[(4,6-dimethyl-2-oxo-1H-pyridin-3-yl)methyl]-4'-[(dimethylamino)methyl]-7-methylspiro[1,3-benzodioxole-2,1'-cyclohexane]-6-carboxamide